2-bromo-2,2-difluoro-N-methylacetamide BrC(C(=O)NC)(F)F